NC1=C(C=2C(=NC=C(C2S1)F)C=1C2=C(C=3C=NC(=NC3C1F)N1[C@H]([C@H](CC1)NCC(C)(C)O)C)COC2)C#N 2-Amino-7-fluoro-4-(5-fluoro-3-((2S,3S)-3-((2-hydroxy-2-methylpropyl)amino)-2-methylpyrrolidin-1-yl)-7,9-dihydrofuro[3,4-f]quinazolin-6-yl)thieno[3,2-c]pyridine-3-carbonitrile